(Z)-4-(tert-butoxycarbonylAmino)-2-fluorobut-2-enoic acid ethyl ester C(C)OC(/C(=C/CNC(=O)OC(C)(C)C)/F)=O